(4'-(3-cyano-6-(1-methyl-1H-pyrazol-4-yl)pyrazolo[1,5-a]pyridin-4-yl)-3-morpholinyl-[1,1'-biphenyl]-4-yl)acrylamide C(#N)C=1C=NN2C1C(=CC(=C2)C=2C=NN(C2)C)C2=CC=C(C=C2)C2=CC(=C(C=C2)C(C(=O)N)=C)N2CCOCC2